N-({4-[(2-methoxy-6-methylphenyl)sulfamoyl]phenyl}methyl)-1H-pyrrolo[3,2-c]pyridine-2-carboxamide COC1=C(C(=CC=C1)C)NS(=O)(=O)C1=CC=C(C=C1)CNC(=O)C1=CC=2C=NC=CC2N1